C1(=CC=C(C=C1)C(COCCOCCOCCC)(C)O)C(COCCOCCOCCC)(C)O 2,2'-(1,4-phenylene)bis(1-(2-(2-propoxyethoxy)ethoxy)propan-2-ol)